O=C1N(C[C@H](N1)C(F)(F)F)C1(CCOCC1)C=1C=CC2=C(N=CO2)C1 5-(4-((S)-2-oxo-4-(trifluoromethyl)imidazolidin-1-yl)tetrahydro-2H-pyran-4-yl)benzo[d]oxazol